ClC1=C(C=CC=C1)N1C(N=C(C2=CC(=C(C=C12)C1CC1)C#N)NCC1CC1)=O 1-(2-Chlorophenyl)-7-cyclopropyl-4-((cyclopropylmethyl)amino)-2-oxo-1,2-dihydro-quinazoline-6-carbonitrile